2-(isoindolin-5-yl)-1,3,4-oxadiazole trifluoroacetate salt FC(C(=O)O)(F)F.C1NCC2=CC(=CC=C12)C=1OC=NN1